C(#N)C1CC(CN(CC1)C(=O)OC(C)(C)C)OCCCC1=C(C=CC2=CC(=CC(=C12)O)OCOC)F tert-butyl 5-cyano-3-(3-(2-fluoro-8-hydroxy-6-(methoxymethoxy)naphthalen-1-yl)propoxy)azepane-1-carboxylate